racemic-pyrimidodiazepinone N1=NC(C=CC2=C1C=NC=N2)=O